C(C)(C)(C)C1=CC=C(C[C@@H]2[C@@H]([C@H](OC2)C2=CC=C(C=C2)F)CO)C=C1 ((2S,3R,4R)-4-(4-(tert-butyl)benzyl)-2-(4-fluorophenyl)tetrahydrofuran-3-yl)-methanol